3-methoxy-2,6-dimethyl-benzaldehyde COC=1C(=C(C=O)C(=CC1)C)C